Methyl 5-((2-((5-((tert-butoxycarbonyl)amino)pentyl)oxy)ethyl)amino)benzo[c][2,6]naphthyridine-8-carboxylate C(C)(C)(C)OC(=O)NCCCCCOCCNC1=NC2=C(C3=CN=CC=C13)C=CC(=C2)C(=O)OC